piperidine-1,3-dicarboxylic acid tert-butyl ester C(C)(C)(C)OC(=O)N1CC(CCC1)C(=O)O